O1CCC(=CC1)C1=NN2C(N(C(=C(C2=O)N2CCN(CC2)C(C2=NC=CC=C2O)=O)CC)CC(=O)NC2=C(C=C(C=C2)C(F)(F)F)C)=N1 2-(2-(3,6-Dihydro-2H-pyran-4-yl)-5-ethyl-6-(4-(3-hydroxypicolinoyl)piperazin-1-yl)-7-oxo-[1,2,4]triazolo[1,5-a]pyrimidin-4(7H)-yl)-N-(2-methyl-4-(trifluoromethyl)phenyl)acetamide